1-((2S,4R)-2-(benzo[d]thiazol-2-yl)-4-hydroxypyrrolidin-1-yl)-3-methyl-2-(4-(thiophen-2-yl)-1H-1,2,3-triazol-1-yl)butan-1-one S1C(=NC2=C1C=CC=C2)[C@H]2N(C[C@@H](C2)O)C(C(C(C)C)N2N=NC(=C2)C=2SC=CC2)=O